S-nitroso-Coenzyme A N(=O)SCCNC(CCNC([C@@H](C(COP(OP(OC[C@@H]1[C@H]([C@H]([C@@H](O1)N1C=NC=2C(N)=NC=NC12)O)OP(=O)(O)O)(=O)O)(=O)O)(C)C)O)=O)=O